C(C)(C)(C)NC(C(N(C=O)CC1=CC=C(C=C1)Cl)C1=C(NC2=CC(=CC=C12)Cl)C(=O)OCC)=O ethyl 3-[2-(tert-butylamino)-1-[(4-chlorophenyl)methyl-formylamino]-2-oxoethyl]-6-chloro-1H-indole-2-carboxylate